C1(=CC=CC=C1)CS(=O)(=O)OC1=C(OC(C1=O)C1=CC=C(C=C1)Br)N 2-amino-5-(4-bromophenyl)-4-oxo-4,5-dihydrofuran-3-yl phenylmethanesulfonate